COC1=C(C=CC(=C1)OC)CNC1=NN=C(C2=CC(=CC=C12)C1=CC(=C(C=C1)C(F)(F)F)B1OC(C(O1)(C)C)(C)C)C N-[(2,4-DIMETHOXYPHENYL)METHYL]-4-METHYL-6-[3-(4,4,5,5-TETRAMETHYL-1,3,2-DIOXABOROLAN-2-YL)-4-(TRIFLUOROMETHYL)PHENYL]PHTHALAZIN-1-AMINE